CN(C1CC(CC1)OC1=C2C(=NC=NC2=CC=C1OC)N)C 5-((3-(dimethylamino)cyclopentyl)oxy)-6-methoxyquinazolin-4-amine